4,7-diamino-1,10-phenanthroline NC1=CC=NC2=C3N=CC=C(C3=CC=C12)N